sodium 2,2-dihydroxy-4,4'-dimethoxybenzophenone OC1(C(C(=O)C2=CC=C(C=C2)OC)C=CC(=C1)OC)O.[Na]